BrC=1C=C(C=C2C(=NNC12)N)B1OC(C(O1)(C)C)(C)C 7-bromo-5-(4,4,5,5-tetramethyl-1,3,2-dioxaborolan-2-yl)-1H-indazol-3-amine